CSCCCN1C=[N+](C=C1)CCCSC 1,3-bis(3-methylthiopropyl)imidazolium